FC1=C(C(=O)N=S(C2=CC=C(C=C2)C2=NOC(=N2)C(F)(F)F)(=O)C)C=CC=C1 2-fluoro-N-(methyl-(oxo)(4-(5-(trifluoromethyl)-1,2,4-oxadiazol-3-yl)phenyl)-lambda6-sulfanylidene)benzamide